BrC1=C(C(=CC(=C1)COC1OCCCC1)F)COC1OCCCC1 2-({2-bromo-6-fluoro-4-[(oxan-2-yloxy)methyl]phenyl}methoxy)oxane